C1CN(CCN1)C2=NSC3=CC=CC=C32.Cl 3-piperazinyl-1,2-benzisothiazole hydrochloride